5-(3-ethoxypyridin-4-yl)-1-isopropyl-3-methyl-1H-pyrazolo[4,3-b]pyridin-7-amine C(C)OC=1C=NC=CC1C1=CC(=C2C(=N1)C(=NN2C(C)C)C)N